CC=1C=C(C=CC1C)CC(C=O)C 3-(3,4-dimethylphenyl)-2-methylpropanal